2-(2-phenylquinolin-7-yl)-7-(piperidin-4-yl)pyrazolo[1,5-a]pyrimidine-3-carbonitrile C1(=CC=CC=C1)C1=NC2=CC(=CC=C2C=C1)C1=NN2C(N=CC=C2C2CCNCC2)=C1C#N